[NH4+].FS(=O)(=O)[N-]S(=O)(=O)C(C(C(F)(F)F)(F)F)(F)F N-(fluorosulfonyl)-N-(perfluoro-n-propylsulfonyl)amide ammonium salt